N-(6-((4-Cyanophenyl)amino)-1H-pyrazolo[3,4-b]pyridin-3-yl)-4-(1-methylpiperidin-4-yl)benzamid C(#N)C1=CC=C(C=C1)NC1=CC=C2C(=N1)NN=C2NC(C2=CC=C(C=C2)C2CCN(CC2)C)=O